(E)-propylbutane-1,4-diamine C(CC)C(CCCN)N